C(C)OC1=C(C=CC=C1)C1=NC(=NC=C1)N 4-(2-ethoxyphenyl)pyrimidin-2-amine